((4-(chloromethyl)phenyl)carbonyl)azepan-2-one ClCC1=CC=C(C=C1)C(=O)N1C(CCCCC1)=O